FC=1C(NC(NC1)=O)=O 5-fluoro-2,4(1H,3H)-pyrimidinedion